2-bromo-1-(2-(1-((tert-butyldimethylsilyl)oxy)cyclopropyl)pyridin-4-yl)ethan-1-one BrCC(=O)C1=CC(=NC=C1)C1(CC1)O[Si](C)(C)C(C)(C)C